ClC1=CC=C(C=C1)C(C)(C#C)C=1N=C(SC1)N 4-(2-(4-chlorophenyl)but-3-yn-2-yl)thiazol-2-amine